COC1=CC2=C(N=C(S2)C=2N=NN(C2)C=2C=C3CN(C(C3=CC2)=O)N2C(CCCC2=O)=O)C=C1 5-[4-(6-methoxy-1,3-benzothiazol-2-yl)-1,2,3-triazol-1-yl]-1-oxo-3H-isoindol-2-ylpiperidine-2,6-dione